4-(3-methyl-1H-1,2,4-triazol-1-yl)piperidine-1-carboxylic acid tert-butyl ester C(C)(C)(C)OC(=O)N1CCC(CC1)N1N=C(N=C1)C